C(N)(=O)C1=C(N(N=C1C=1C=NC(=CC1)C(C(=O)NC1=NOC(=C1)C(CC)(C)C)C)C(C)C)NC(OC(C)(C)C)=O tert-Butyl N-[4-carbamoyl-5-[6-[2-[[5-(1,1-dimethylpropyl)isoxazol-3-yl]amino]-1-methyl-2-oxoethyl]-3-pyridyl]-2-isopropyl-pyrazol-3-yl]carbamate